4-Oxo-5-azaspiro[2.4]heptane-1-carboxylic acid methyl ester COC(=O)C1CC12C(NCC2)=O